C1(CC1)C=1N=NN(C1)[C@H](C(=O)N1[C@@H](C[C@H](C1)O)C(=O)N[C@H]1[C@@H](C1)C1=CC(=CC=C1)OCC)C(C)(C)C (2S,4r)-1-[(2S)-2-(4-cyclopropyl-triazol-1-yl)-3,3-dimethyl-butyryl]-N-[(1r,2S)-2-(3-ethoxyphenyl)cyclopropyl]-4-hydroxy-pyrrolidine-2-carboxamide